p-butoxybenzaldehyde CCCCOC1=CC=C(C=C1)C=O